2-tert-butyl-N-{[3-(4-{[(3S,4R)-3-fluoro-1-methylpiperidin-4-yl]amino}-1-(2,2,2-trifluoroethyl)-1H-indol-2-yl)-1,2,4-oxadiazol-5-yl]methyl}-1,3-thiazole-5-carboxamide C(C)(C)(C)C=1SC(=CN1)C(=O)NCC1=NC(=NO1)C=1N(C2=CC=CC(=C2C1)N[C@H]1[C@H](CN(CC1)C)F)CC(F)(F)F